FC1=CC(=C(C=C1C1=NN(C=C1)C)NC(=O)C=1C=NN2C1C=CC=C2)C N-[4-Fluoro-2-methyl-5-(1-methylpyrazol-3-yl)phenyl]pyrazolo[1,5-a]pyridine-3-carboxamide